silver-indium bromide [Br-].[In+3].[Ag+].[Br-].[Br-].[Br-]